O[C@](N)(CCC(=O)O)C(=O)O.O[C@](N)(CCC(N)=O)C(=O)O 2-hydroxyglutaminic acid (2-hydroxy glutamate)